IC1=CC=C(C=C1)N1NC(CC1=O)=O 1-(4-iodophenyl)pyrazolidine-3,5-dione